FC(CN1C(=NC2=C1C=C(C=C2)C2=CNC=1N=C(N=CC12)NC1CC(C1)(C)N1C(CCC1)=O)C)F 1-((1s,3s)-3-((5-(1-(2,2-difluoroethyl)-2-methyl-1H-benzo[d]imidazol-6-yl)-7H-pyrrolo[2,3-d]pyrimidin-2-yl)amino)-1-methylcyclobutyl)pyrrolidin-2-one